C(C)(C)(C)OC(=O)N1C[C@@H](N(CC1)C1=NC(=NC2=C(C(=C(C=C12)F)C1=NC(=CC(=C1)C)N(CC1=CC=C(C=C1)OC)CC1=CC=C(C=C1)OC)F)F)C (S)-4-(7-(6-(bis(4-methoxybenzyl)amino)-4-methylpyridin-2-yl)-2,6,8-trifluoroquinazolin-4-yl)-3-methylpiperazine-1-carboxylic acid tert-butyl ester